C(CCCC)C1OCCC(S1)CCC 2-pentyl-4-propyl-1,3-oxathiane